C1(CC1)N1C=NC2=C1C=C(C=C2)B(O)O (1-cyclopropyl-1H-benzo[d]imidazol-6-yl)boronic acid